3-ethylsulfamoylphenylacrylamide C(C)NS(=O)(=O)C=1C=C(C=CC1)C(C(=O)N)=C